(3R)-3-methyl-4-(6-methyl-7-(oxetane-3-yl)-2-(1H-pyrazol-3-yl)-6,7,8,9-tetrahydro-1,3,7,9a-tetraazabenzo[cd]azulene-4-yl)morpholine C[C@H]1N(CCOC1)C=1C=C2C3=C(C(=NN3CCN(C2C)C2COC2)C2=NNC=C2)N1